tert-butyl (S)-3-(8-(2,6-dichloro-4-fluorophenyl)-3-fluoroquinolin-5-yl)-2-((diphenylmethylene)amino)propanoate ClC1=C(C(=CC(=C1)F)Cl)C=1C=CC(=C2C=C(C=NC12)F)C[C@@H](C(=O)OC(C)(C)C)N=C(C1=CC=CC=C1)C1=CC=CC=C1